C12=C3C(=C(C(=C1C(=O)OC2=O)C(=O)O)C(=O)O)C(=O)OC3=O mellitic dianhydride